1-(Bromomethyl)-4-difluoromethyl-2-fluorobenzene BrCC1=C(C=C(C=C1)C(F)F)F